O(CCCC1(CC1)C(=O)O)CCCC1(CC1)C(=O)O 1,1'-(oxybis(propane-3,1-diyl))bis(cyclopropane-1-carboxylic acid)